1-vinyl-benzocyclobutene C(=C)C1CC=2C1=CC=CC2